1-[6-(2-methylbenzoyl)-9-ethylcarbazole-3-yl]-butan-1-one-oxime acetate C(C)(=O)O.CC1=C(C(=O)C=2C=C3C=4C=C(C=CC4N(C3=CC2)CC)C(CCC)=NO)C=CC=C1